(R)-1-[7-(3-chloro-1-isopropyl-1H-indazol-5-ylmethoxy)-2H-chromen-3-ylmethyl]-piperidine-3-carboxylic acid ClC1=NN(C2=CC=C(C=C12)COC1=CC=C2C=C(COC2=C1)CN1C[C@@H](CCC1)C(=O)O)C(C)C